C(CCC)OC(=O)NCC1=NC=CC=C1OC1(CC(NC1)C(=O)O)C(=O)O 4-((2-(((r-butoxycarbonyl)amino)methyl)pyridin-3-yl)oxy)pyrrolidine-2,4-dicarboxylic acid